(±)-Ethyl 3-(4-(4-(hydroxymethyl)-3-methylisoxazol-5-yl)phenoxy)bicyclo[3.1.0]hexane-6-carboxylate OCC=1C(=NOC1C1=CC=C(OC2CC3C(C3C2)C(=O)OCC)C=C1)C